2,6-dichloro-1,5-naphthalenediamine ClC1=C(C=2C=CC(=C(C2C=C1)N)Cl)N